(2R,4R)-4-((tert-Butyldiphenylsilyl)oxy)pyrrolidine-1,2-dicarboxylic acid [Si](C1=CC=CC=C1)(C1=CC=CC=C1)(C(C)(C)C)O[C@@H]1C[C@@H](N(C1)C(=O)O)C(=O)O